COC=1C=NC2=CC=CC=C2C1OC 3,4-dimethoxy-quinoline